CC(C(=O)OC(C)Cl)C 1-Chloroethyl 2-methylpropanoate